Cl.ClC=1C=C2C(=NC(=NC2=C(C1C1=C(C=CC=C1O)F)F)NCCC(=O)OC)N1CCNCC1 methyl (S)-3-((6-chloro-8-fluoro-7-(2-fluoro-6-hydroxyphenyl)-4-(piperazin-1-yl)quinazolin-2-yl)amino)propanoate hydrochloride